(S)-3-(phenyl)-2-(7-hydroxycarbamoyl-heptanoylamino)-propionic acid methyl ester COC([C@H](CC1=CC=CC=C1)NC(CCCCCCC(NO)=O)=O)=O